C(C)C(C(C(=O)[O-])C(=O)[O-])CC.C(C)C(C(C(=O)[O-])C(=O)[O-])CC.C(C)C(C(C(=O)[O-])C(=O)[O-])CC.[Al+3].[Al+3] aluminum tris(diethyl methylmalonate)